C(CCCCCCC)C(C(=O)O)CCCCCCCCCC 2-octyldodecanoic acid